(4aR,8aR)-1,1,4a-trimethyl-6-methylene-5-vinyldecahydronaphthalene CC1(CCC[C@]2(C(C(CC[C@H]12)=C)C=C)C)C